7-(4,6-dimethyl[1,3]thiazolo[4,5-c]pyridin-2-yl)-3-(1-ethylpiperidin-4-yl)-5-fluorocinnoline CC1=NC(=CC2=C1N=C(S2)C2=CC(=C1C=C(N=NC1=C2)C2CCN(CC2)CC)F)C